N1N=CC(=C1)C1=NOC(=N1)C1=CC=C2NCC(NC2=C1)=O 7-[3-(1H-pyrazol-4-yl)-1,2,4-oxadiazol-5-yl]-1,2,3,4-tetrahydroquinoxalin-2-one